tert-butyl (4-amino-5-formyl-2-(trifluoromethyl)phenyl)carbamate NC1=CC(=C(C=C1C=O)NC(OC(C)(C)C)=O)C(F)(F)F